7-(Z)-METHYL 2'-CHLORO-7',8'-DIHYDRO-2H,6'H-SPIRO[BENZO[B][1,4]OXAZEPINE-3,5'-QUINOLINE]-7-CARBOXYLATE ClC1=NC=2CCCC3(C2C=C1)\C=N/C1=C(OC3)C=CC(=C1)C(=O)OC